OC=1C=NC(=NC1)N1C[C@@H](N(CC1)C(=O)OC(C)(C)C)C (S)-tert-Butyl 4-(5-hydroxypyrimidin-2-yl)-2-methylpiperazine-1-carboxylate